Cl.C(C)N1[C@@H](CC(C(C1)=O)C(=O)OC(C)(C)C1CC=C(CC1)C)C 2-(4-methylcyclohex-3-en-1-yl)propan-2-ol (R)-Ethyl-2-methyl-5-oxopiperidine-4-carboxylate hydrochloride